4-[2-(methylcarbamoyl)-1H-indol-4-yl]bicyclo[2.2.2]octane-1-carboxylic acid CNC(=O)C=1NC2=CC=CC(=C2C1)C12CCC(CC1)(CC2)C(=O)O